ClC1=NC=C(C(=C1)C1=C(C=NC(=C1)C)C(=O)NC=1SC(=NN1)[C@H]1[C@@H](CC1)C#N)OC 2'-chloro-N-(5-((1R,2R)-2-cyanocyclobutyl)-1,3,4-thiadiazol-2-yl)-5'-methoxy-6-methyl-(4,4'-bipyridine)-3-carboxamide